1-(4-amino-2-butyl-7-methoxy-1H-imidazo[4,5-c]quinolin-1-yl)-2-methylpropan-2-ol NC1=NC=2C=C(C=CC2C2=C1N=C(N2CC(C)(O)C)CCCC)OC